FC(C(C(=O)OC(C)(C)C)(C(=O)OC)C)F 1-tert-butyl 3-methyl 2-(difluoromethyl)-2-methylmalonate